CC1=NC(=CC=C1N1CCN(CC1)CC=1C=CC=2C3=C(C(NC2C1)=O)SN=C3)C(NC)=O 7-((4-(2-methyl-6-(methylcarbamoyl)pyridin-3-yl)piperazin-1-yl)methyl)isothiazolo[5,4-c]quinolin-4(5H)-one